NC=1C(=NC(=C(N1)F)C1=CC(=C(C=C1)N1CCOCC1)CN1CCC1)C=1C=C2CCNC(C2=C(C1)F)=O 6-(3-amino-6-(3-(azetidin-1-ylmethyl)-4-morpholinophenyl)-5-fluoropyrazin-2-yl)-8-fluoro-3,4-dihydroisoquinolin-1(2H)-one